COCC1=C(C=CC=C1)[S+](C1=CC=CC=C1)C1=CC=CC=C1 (methoxymethylphenyl)diphenyl-sulfonium